(5-octylsulfonyloxy-imino)-(4-methoxyphenyl)acetonitrile CCCCC(CCC)S(=O)(=O)ON=C(C#N)C1=CC=C(C=C1)OC